ClC1=NC(=NC(=N1)C1=CC=CC=C1)C1=C(C=2NC3=C(C=C(C(=C3C2C(=C1[2H])[2H])[2H])[2H])[2H])[2H] (4-chloro-6-phenyl-1,3,5-triazin-2-yl)-9H-carbazole-1,3,4,5,6,8-d6